ammonium itaconate salt C(C(=C)CC(=O)[O-])(=O)[O-].[NH4+].[NH4+]